N1(C=CC2=CC=CC=C12)CC(=O)ON=CC1=CC=C(C=C1)C(F)(F)F 4-trifluoromethylbenzaldehyde O-(2-(1H-indol-1-yl)acetyl) oxime